CN(CCCOC1=C(C=C(C=C1)C=1C=CC=2N=CC=3N(C2N1)C(=NN3)N3CCCCC3)C(F)(F)F)C N,N-dimethyl-3-(2-(trifluoromethyl)-4-(9-(piperidin-1-yl)pyrido[3,2-e][1,2,4]triazolo[4,3-a]pyrazin-2-yl)phenoxy)propan-1-amine